C(CC=C)C1N(S(C2=C(N(C1)C1=CC=CC=C1)C=C(C(=C2)O)SC)(=O)=O)C 3-(but-3-en-1-yl)-8-hydroxy-2-methyl-7-(methylthio)-5-phenyl-2,3,4,5-tetrahydrobenzo[f][1,2,5]thiadiazepine 1,1-dioxide